C(#N)C=1C=C(C=CC1)C=1N=C(SC1C1=CC(=NC(=C1)C)C)NC(=O)N1CCC2(COCCN2)CC1 N-[4-(3-cyanophenyl)-5-(2,6-dimethyl-4-pyridinyl)thiazol-2-yl]-4-oxa-1,9-diazaspiro[5.5]undecane-9-carboxamide